COC(CCCN1CC(CCC1)C1CN(C1)C(=O)OC(C)(C)C)=O tert-Butyl 3-(1-(4-methoxy-4-oxobutyl)piperidin-3-yl)azetidine-1-carboxylate